NC(C)S 1-Aminoethanethiol